(3-(4-((tertbutyldimethylsilyl)oxy)butoxy)pyridin-2-yl)methanol C(C)(C)(C)[Si](OCCCCOC=1C(=NC=CC1)CO)(C)C